FC=1C=C(OC2=CC=C3CCN(CC3=C2)C(CNC(OC(C)(C)C)=O)=O)C=CC1C(F)(F)F tert-butyl N-[2-[7-[3-fluoro-4-(trifluoromethyl)phenoxy]-3,4-dihydro-1H-isoquinolin-2-yl]-2-oxo-ethyl]carbamate